N-(2-hydroxyphenyl)-2-[(4-hydroxyphenyl)thio]acetamide OC1=C(C=CC=C1)NC(CSC1=CC=C(C=C1)O)=O